C(C(=O)C1=CC=CC=C1)[Be] phenacylberyllium